N-(cyanomethyl)-5-(1-(2,6-dichloro-4-(perfluoropropan-2-yl)phenyl)-1H-pyrazol-4-yl)-2-fluoro-N-isopropylnicotinamide C(#N)CN(C(C1=C(N=CC(=C1)C=1C=NN(C1)C1=C(C=C(C=C1Cl)C(C(F)(F)F)(C(F)(F)F)F)Cl)F)=O)C(C)C